2-(2,2,2-trifluoroacetyl)bicyclo[3.1.0]hexan-3-one FC(C(=O)C1C2CC2CC1=O)(F)F